C(C=C)(=O)OCC12CC3(CC(CC(C1)C3)(C2)COC(C=C)=O)COC(C=C)=O 1,3,5-adamantanetrimethanol triacrylate